(3S)-5-chloro-N-(3-(8-ethyl-5-fluoro-2-((1-methylpiperidin-4-yl)amino)quinazolin-6-yl)-2,4-difluorophenyl)-3-hydroxy-2,3-dihydrobenzofuran-7-sulfonamide ClC=1C=C(C2=C([C@@H](CO2)O)C1)S(=O)(=O)NC1=C(C(=C(C=C1)F)C=1C(=C2C=NC(=NC2=C(C1)CC)NC1CCN(CC1)C)F)F